FC(C)(F)C=1OC(=NN1)N1[C@@H](C2=C(CC1)NC=N2)C2=NN1C(C=CC=C1)=C2 (S)-2-(1,1-difluoroethyl)-5-(4-(pyrazolo[1,5-a]pyridin-2-yl)-1,4,6,7-tetrahydro-5H-imidazo[4,5-c]pyridin-5-yl)-1,3,4-oxadiazole